BrC1=CC2=C(N(C(=N2)C=2C(=NON2)NC(OC(C)(C)C)=O)CC=2C=NC=CC2)C=C1 tert-butyl N-[4-[5-bromo-1-(pyridin-3-ylmethyl)benzimidazol-2-yl]-1,2,5-oxadiazol-3-yl]carbamate